naphthalen-d7-2-amine C1(=C(C(=C(C2=C(C(=C(C(=C12)[2H])[2H])[2H])[2H])[2H])[2H])N)[2H]